2-chloro-4-(4-(4-(trifluoromethoxy)phenyl)-1H-imidazol-1-yl)aniline ClC1=C(N)C=CC(=C1)N1C=NC(=C1)C1=CC=C(C=C1)OC(F)(F)F